2-[[5-(2-Methyl-4-nitrophenyl)-2-furanyl]methylene]benzo[b]thiophen-3(2H)-one CC1=C(C=CC(=C1)[N+](=O)[O-])C1=CC=C(O1)C=C1C(C2=C(S1)C=CC=C2)=O